6-bromo-7-methylbenzo[d]thiazol-2-amine BrC1=C(C2=C(N=C(S2)N)C=C1)C